C(C1=CC=CC=C1)(=O)NC1CCC=2N(C1)C=C(N2)C(=O)NC[C@@H](CN2CC1=CC=CC=C1CC2)O 6-benzamido-N-((S)-3-(3,4-dihydroisoquinolin-2(1H)-yl)-2-hydroxypropyl)-5,6,7,8-tetrahydroimidazo[1,2-a]pyridine-2-carboxamide